2-(4,4-difluoro-3-(5-formyl-6-methoxypyridin-3-yl)piperidin-1-yl)-N-(5-(4-fluorophenoxy)pyridin-2-yl)propionamide FC1(C(CN(CC1)C(C(=O)NC1=NC=C(C=C1)OC1=CC=C(C=C1)F)C)C=1C=NC(=C(C1)C=O)OC)F